C(C)[Si](OC1=CC=CC=C1)(OC1=CC=CC=C1)C1=C(C=CC=C1)O ethyl-(hydroxyphenyl)diphenyloxysilane